C1(CC1)C1(CN(C1)C1=C(C=C(C=C1)C(F)(F)F)NS(=O)(=O)C=1C=C(C(=O)O)C=CC1OC)O 3-(N-(2-(3-cyclopropyl-3-hydroxyazetidin-1-yl)-5-(trifluoromethyl)phenyl)sulfamoyl)-4-methoxybenzoic acid